C(C)(C)(C)C1=CC(=C(NC2=CC=C(C=C2)C(C)(C)C)C=C1)B1OC(C(O1)(C)C)(C)C 4-(tert-butyl)-N-(4-(tert-butyl)phenyl)-2-(4,4,5,5-tetramethyl-1,3,2-dioxaborolan-2-yl)aniline